NCC=1C=C(C=CC1)C=1C=CC2=C(C(=C(O2)CCC)COC2=C(C=CC(=C2)C)CC(=O)O)C1 2-(2-((5-(3-(aminomethyl)phenyl)-2-propylbenzofuran-3-yl)methoxy)-4-methylphenyl)acetic acid